[NH4+].BrC1=C(N(N=C1)C)C(C)OCCO 2-[1-(4-bromo-2-methyl-pyrazol-3-yl)ethoxy]ethanol Ammonium